4-(thiophen-2-yloxy)phthalonitrile S1C(=CC=C1)OC=1C=C(C(C#N)=CC1)C#N